N1(CCCCCC1)C=1N=C(C2=C(C=NNC2=O)N1)NC1=CC=C(C=C1)N1CC(NCC1)=O 2-(azepan-1-yl)-4-((4-(3-oxopiperazin-1-yl)phenyl)amino)pyrimido[4,5-d]pyridazin-5(6H)-one